FC(C=1C(=C(C=CC1)[C@@H](C)NC=1C2=C(N=C(N1)C)NC(C(=C2)OC2CN(C2)C(=O)[O-])=O)F)F (R)-3-((4-((1-(3-(difluoromethyl)-2-fluorophenyl)ethyl)amino)-2-methyl-7-oxo-7,8-dihydropyrido[2,3-d]pyrimidin-6-yl)oxy)azetidine-1-carboxylate